N-(5-(2-((1R,4S)-2-azabicyclo[2.2.1]heptan-2-yl)acetamido)-2-methylpyridin-3-yl)-6-(1-(2-methoxyethyl)-3,5-dimethyl-1H-pyrazol-4-yl)pyrazolo[1,5-a]pyrazine-3-carboxamide [C@@H]12N(C[C@@H](CC1)C2)CC(=O)NC=2C=C(C(=NC2)C)NC(=O)C=2C=NN1C2C=NC(=C1)C=1C(=NN(C1C)CCOC)C